rac-((1R,2S)-2-(4-Bromo-6-chloro-1-(tetrahydro-2H-pyran-2-yl)-1H-indazol-5-yl)cyclopropyl)methanol BrC1=C2C=NN(C2=CC(=C1[C@@H]1[C@@H](C1)CO)Cl)[C@@H]1OCCCC1 |&1:16|